N=1C=CN2C1C=CC(=C2)C=2NC(=NN2)C2N(CCC2)C#N (5-(Imidazo[1,2-a]pyridin-6-yl)-4H-1,2,4-triazol-3-yl)pyrrolidine-1-carbonitrile